N-(2-chloro-4-(trifluoromethyl)phenyl)-2-(5-ethyl-6-(4-(5-hydroxy-6-methylpyrimidine-4-carbonyl)piperazin-1-yl)-2-(2-methoxypyridin-4-yl)-7-oxothiazolo[4,5-b]pyridin-4(7H)-yl)acetamide ClC1=C(C=CC(=C1)C(F)(F)F)NC(CN1C2=C(C(C(=C1CC)N1CCN(CC1)C(=O)C1=NC=NC(=C1O)C)=O)SC(=N2)C2=CC(=NC=C2)OC)=O